tert-butyl (2-((2-amino-6-(3-cyclobutylpiperidin-1-yl)pyridin-3-yl)amino)-2-oxoethyl)carbamate NC1=NC(=CC=C1NC(CNC(OC(C)(C)C)=O)=O)N1CC(CCC1)C1CCC1